4-(5-bromo-3,4-dihydroquinolin-1(2H)-yl)-2-chloro-5,7-difluoroquinazoline BrC1=C2CCCN(C2=CC=C1)C1=NC(=NC2=CC(=CC(=C12)F)F)Cl